C(C)(C)(C)P(C=1N(C2=CC=CC=C2C1)C1=CC=CC=C1)C(C)(C)C 2-(di-tert-butylphosphino)-N-phenylindole